myristamide oxide C(CCCCCCCCCCCCC)(=O)[NH2]=O